FC1(CCN(CC1)C1=NC(=CC(=C1)C1=NSC(=C1)C1=C(C=C(C=C1)C(CO)S(=O)(=O)N)N1CCC2(CC2)CC1)C)F (4-(3-(2-(4,4-difluoropiperidin-1-yl)-6-methylpyridin-4-yl)isothiazol-5-yl)-3-(6-azaspiro[2.5]oct-6-yl)phenyl)-2-hydroxyethanesulfonamide